3-aminopropyltribromosilane NCCC[Si](Br)(Br)Br